2-(1H-imidazo[4,5-b]pyridin-1-yl)-7,8-dihydropyrido[4,3-d]pyrimidin N1(C=NC2=NC=CC=C21)C=2N=CC1=C(N2)CCN=C1